ClC1=C(C=CC=C1NC=1C=NC(=CC1)C1CC1)[C@@]1(CC(N(C(N1)=N)C1CC(C1)(C(F)(F)F)O)=O)C (6S)-6-{2-Chloro-3-[(6-cyclopropylpyridin-3-yl)amino]-phenyl}-3-[3-hydroxy-3-(trifluoromethyl)cyclobutyl]-2-imino-6-methylhexahydro-pyrimidin-4-one